1-(5-((5-chloro-4-(2-chloro-4-fluorophenyl)pyrimidin-2-yl)amino)pyridin-3-yl)pyrrolidin-2-one ClC=1C(=NC(=NC1)NC=1C=C(C=NC1)N1C(CCC1)=O)C1=C(C=C(C=C1)F)Cl